silyl ether lithium [Li].[SiH3]O[SiH3]